FC([C@H]1N(C(O[C@@H]1C)=O)C=1N=C2N(CCOC3=C2C=CC(=C3)N[C@H](C(=O)N)C)C1)F (S)-2-((2-((4S,5R)-4-(difluoromethyl)-5-methyl-2-oxooxazolidin-3-yl)-5,6-dihydrobenzo[f]imidazo[1,2-d][1,4]oxazepin-9-yl)amino)propionamide